N1(CCOCC1)C1=CC=C(C=C1)NC(=O)C1=NC=CC2=C1NC1=CC=CC=C21 N-(4-Morpholinyl-phenyl)-9H-pyrido[3,4-b]indole-1-carboxamide